1-(4-(((1-(4-(1-acetyl-4-((4-chlorophenyl)amino)-2-methyl-1,2,3,4-tetrahydroquinolin-6-yl)phenyl)piperidin-4-yl)(methyl)amino)methyl)-3-fluorophenyl)dihydropyrimidine-2,4(1H,3H)-dione C(C)(=O)N1C(CC(C2=CC(=CC=C12)C1=CC=C(C=C1)N1CCC(CC1)N(C)CC1=C(C=C(C=C1)N1C(NC(CC1)=O)=O)F)NC1=CC=C(C=C1)Cl)C